(Z)-6,9,12-octadecatrienoic acid C(CCCC\C=C/CC=CCC=CCCCCC)(=O)O